NC1=C(C=C(C=N1)N1C[C@@H](N(CC1)C(=O)OC(C)(C)C)CC)F (S)-tert-butyl 4-(6-amino-5-fluoropyridin-3-yl)-2-ethylpiperazine-1-carboxylate